N-(2,2-diethoxyethyl)-7-methyl-6-nitroquinolin-4-amine C(C)OC(CNC1=CC=NC2=CC(=C(C=C12)[N+](=O)[O-])C)OCC